OCC1(CC(C1)C(=O)OCCCC)[N+](=O)[O-] Z-butyl (1s,3s)-3-(hydroxymethyl)-3-nitro-cyclobutanecarboxylate